2,3,4,5-tetrahydropyran O1CCCCC1